3-chloro-1,1,2-trifluoro-3-hydroperoxy-1-propene ClC(C(=C(F)F)F)OO